(N-[4-amino-5-[4-(difluoromethoxy)benzoyl]thiazol-2-yl]-4-benzyloxy-anilino)propanamide NC=1N=C(SC1C(C1=CC=C(C=C1)OC(F)F)=O)N(C1=CC=C(C=C1)OCC1=CC=CC=C1)C(C(=O)N)C